dicyclohexyl-phenylsulfonium C1(CCCCC1)[S+](C1=CC=CC=C1)C1CCCCC1